1-isopropylamino-3-(4-hydroxy-1-naphthoxy)-2-propanol C(C)(C)NCC(COC1=CC=C(C2=CC=CC=C12)O)O